N(/N)=C\1/SC2=C(N1C)C=CC=C2 (Z)-2-hydrazono-3-methyl-2,3-dihydrobenzo[d]thiazole